S(=O)(=O)(OCC1CO1)C1=CC=C(C)C=C1 glycidyl (2R)-tosylate